2-hydroxy-N-(1''-(5-(1-hydroxy-2,2-dimethylpropyl)furan-2-carbonyl)dispiro[cyclopropane-1,1'-cyclohexane-4',3''-indolin]-5''-yl)ethane-1-sulfonamide OCCS(=O)(=O)NC=1C=C2C3(CN(C2=CC1)C(=O)C=1OC(=CC1)C(C(C)(C)C)O)CCC1(CC3)CC1